N=1N(N=CC1)C1=C(C=C(C=N1)NC(C1=NC=C(C=C1C(F)(F)F)C1=CN=CC2=CC=CC=C12)=O)C(F)(F)F N-(6-(2H-1,2,3-triazol-2-yl)-5-(trifluoromethyl)pyridin-3-yl)-5-(isoquinolin-4-yl)-3-(trifluoromethyl)picolinamide